C(#N)C=1C=C(OC2=CC=C(C=C2)C2=CC=C(C=C2)OC2=CC(=C(C=C2)C#N)C#N)C=CC1C#N 4,4'-bis(3,4-dicyanophenoxy)biphenyl